Methyl 3-fluoro-2-methylbenzoate FC=1C(=C(C(=O)OC)C=CC1)C